[O-2].[Fe+2].[Al+3].[Cu+2] copper-aluminum-iron oxide